CN1C(CC(CC1)N(C=1SC2=C(C=NC(=C2)C2=CC3=CN(N=C3C(=C2)C#N)C)N1)C)C 5-{2-[(1,2-dimethylpiperidin-4-yl)(methyl)amino][1,3]thiazolo[4,5-c]pyridin-6-yl}-2-methyl-2H-indazole-7-carbonitrile